C(C)OC(=O)C=1NC2=CC(=CC(=C2C1)SC1=CC(=C(C=C1)F)Cl)Cl 4-((3-chloro-4-fluorophenyl)mercapto)-6-chloro-1H-indole-2-carboxylic acid ethyl ester